[N+](=O)([O-])C=1C(=NON1)OCC1(COC1)CBr 3-(4-nitrofurazan-3-oxymethyl)-3-bromomethyl-oxetane